α,α-dimethylphenylacetic acid methyl ester COC(C(C)(C)C1=CC=CC=C1)=O